ClC=1C(=CC2=C(OCCN(S2(=O)=O)[C@@H]([C@H](C)C2=C(C(=CC=C2F)C)C)C2=NNC(O2)=O)C1)COC 5-((1S,2R)-1-(7-chloro-8-(methoxymethyl)-1,1-dioxido-3,4-dihydro-2H-benzo[b][1,4,5]oxathiazepin-2-yl)-2-(6-fluoro-2,3-dimethylphenyl)propyl)-1,3,4-oxadiazol-2(3H)-one